FC(CC=1C(=NC(=NC1OC)NS(=O)(=O)C1=CNC(=C1)C1=C(C=CC=C1)F)OC)F N-[5-(2,2-difluoroethyl)-4,6-dimethoxy-pyrimidin-2-yl]-5-(2-fluorophenyl)-1H-pyrrole-3-sulfonamide